3-(furan-2-yl)-5,6-dihydroimidazo[1,5-a]pyrazine-7(8H)-carboxylic acid tert-butyl ester C(C)(C)(C)OC(=O)N1CC=2N(CC1)C(=NC2)C=2OC=CC2